(2R,3S)-N-[(2S,3R,4R,5S,6S)-4,5-dihydroxy-2-methyl-6-[(9-methylpurin-6-yl)amino]tetrahydropyran-3-yl]-3-hydroxy-pyrrolidine-2-carboxamide O[C@@H]1[C@H]([C@@H](O[C@@H]([C@H]1O)NC1=C2N=CN(C2=NC=N1)C)C)NC(=O)[C@@H]1NCC[C@@H]1O